NCC[C@@H](O)C1=CC=C(C=C1)Cl (R)-3-amino-1-(4-chlorophenyl)propan-1-ol